7H-pyrrolo[2,3-d]pyrimidine-7-carboxylate N1=CN=CC2=C1N(C=C2)C(=O)[O-]